(S)-1-(1-(3-chlorophenyl)-2-hydroxyethyl)-3-(1-(2-(cyclopropylamino)-5-methylpyrimidin-4-yl)-1H-pyrazol-4-yl)urea ClC=1C=C(C=CC1)[C@@H](CO)NC(=O)NC=1C=NN(C1)C1=NC(=NC=C1C)NC1CC1